2-((1-(2,4-difluorophenyl)cyclopropyl)amino)-2-oxoacetic acid FC1=C(C=CC(=C1)F)C1(CC1)NC(C(=O)O)=O